1-(Benzenesulfonyl)-4-bromo-pyrrolo[2,3-b]pyridine-2-carbaldehyde C1(=CC=CC=C1)S(=O)(=O)N1C(=CC=2C1=NC=CC2Br)C=O